5-methoxy-2-(1-methyl-4-nitro-1H-pyrazol-3-yl)pyridine COC=1C=CC(=NC1)C1=NN(C=C1[N+](=O)[O-])C